N-methyltryptaminium C[NH2+]CCC1=CNC2=CC=CC=C12